C(C)(C)(C)O[C@H](C(=O)OCC)C1=C(C2=C(N=C(S2)C2=CC=C3C(=N2)C(=NN3C)N3CCN(CC3)C3COC3)C=C1C)C1=CC=C(C=C1)Cl ethyl (S)-2-(tert-butoxy)-2-(7-(4-chlorophenyl)-5-methyl-2-(1-methyl-3-(4-(oxetan-3-yl)piperazin-1-yl)-1H-pyrazolo[4,3-b]pyridin-5-yl)benzo[d]thiazol-6-yl)acetate